ClC1=C2C=C(N=NC2=CC(=C1)N1CC2(CN(C2)C(=O)OC(C)(C)C)C1)C1=C(C=CC=C1)OCOC tert-butyl 6-{5-chloro-3-[2-(methoxymethoxy)phenyl]cinnolin-7-yl}-2,6-diazaspiro[3.3]heptane-2-carboxylate